C(C)(C)OCCCC(CCN)N isopropoxypropyl-1,3-diaminopropane